perimidinic acid N1C(=NC2=CC=CC3=CC=CC1=C23)C(=O)O